(2S,4R)-1-[(2S)-2-[4-(4-cyanophenyl)triazol-1-yl]-3,3-dimethyl-butanoyl]-4-hydroxy-N-methyl-pyrrolidine-2-carboxamide C(#N)C1=CC=C(C=C1)C=1N=NN(C1)[C@H](C(=O)N1[C@@H](C[C@H](C1)O)C(=O)NC)C(C)(C)C